CO[C@@H]1C[C@@H](CC1)NC=1C2=C(N=C(N1)C(=O)OCC)SC=C2 |r| rac-Ethyl 4-(((1R,3S)-3-methoxycyclopentyl)amino)thieno[2,3-d]pyrimidine-2-carboxylate